5-MORPHOLIN-4-YL-PYRAZOLO[4,3-B]PYRIDINE N1(CCOCC1)C1=CC=C2C(=N1)C=NN2